BrC=1C(=NC(=CC1)SC(C)C)C 3-bromo-6-(isopropylthio)-2-methylpyridine